2-bromo-4-methylbenzene-1-sulfonyl chloride BrC1=C(C=CC(=C1)C)S(=O)(=O)Cl